C(C)(C)(C)OC(=O)N1C2CC2C(C1=O)C(CO[Si](C)(C)C(C)(C)C)OS(=O)(=O)C tert-butyl-4-{2-[(tert-butyldimethylsilyl)oxy]-1-(methanesulfonyloxy)ethyl}-3-oxo-2-azabicyclo[3.1.0]hexane-2-carboxylate